carbobenzoxy-2-(3-methoxyphenyl)ethylamine C(=O)(OCC1=CC=CC=C1)NCCC1=CC(=CC=C1)OC